5-[2-(2,6-Dioxo-3-piperidyl)-1,3-dioxo-isoindolin-4-yl]pentyl methanesulfonate CS(=O)(=O)OCCCCCC1=C2C(N(C(C2=CC=C1)=O)C1C(NC(CC1)=O)=O)=O